METHYL (E)-4,7-OCTADIENOATE C(CC\C=C\CC=C)(=O)OC